methyl-5-ethoxy-N-(5-methylthiophene-2-yl)pyridine CC1N(C=C(C=C1)OCC)C=1SC(=CC1)C